ONC(CN1C2=C(OC(C1=O)(F)F)C=C(C(=C2)C2=C(C(=C(C(=C2F)F)F)F)F)F)=O N-hydroxy-2-(2,2,7-trifluoro-3-oxo-6-(perfluorophenyl)-2,3-dihydro-4H-benzo[b][1,4]oxazin-4-yl)acetamide